[F-].FC(CC[SiH2]C(Cl)Cl)(F)F trifluoropropyl-dichloromethylsilane, fluoride salt